[Cl-].C(CCCCCCC)C(CCC)P(CCCC)CCCC octyl-tributyl-phosphine chloride